C(#N)C1=NC=C(C=C1SCCC(C#N)C#N)C(F)(F)F 2-[2-[[2-cyano-5-(trifluoromethyl)-3-pyridyl]sulfanyl]ethyl]propanedinitrile